5-oxopentanoic acid propyl ester C(CC)OC(CCCC=O)=O